ClC=1C(=C(C=CC1F)N(C(=O)C1NC(OC1)=O)C)F N-(3-chloro-2,4-difluorophenyl)-N-methyl-2-oxooxazolidine-4-carboxamide